C1(=CC=CC=C1)C(C(CC1OCCC1)C1=CC=CC=C1)=O 1,2-diphenyl-3-(tetrahydrofuran-2-yl)propan-1-one